C(C)[NH+](C1=CC=CC=C1)CC N,N-diethyl-anilinium